FC=1C=CC(=NC1)C1=CN(C(=C(C1=O)C(=O)O)C)C 5-fluoro-1',6'-dimethyl-4'-oxo-1',4'-dihydro-[2,3'-bipyridine]-5'-carboxylic acid